CO[C@H](CO)[C@@H]1[C@@H]([C@@H](C[C@@](O1)(C(=O)O)OCC=C)O)O The molecule is the carbohydrate acid derivative that is the allyl glycoside of 7-O-methyl-Kdo. It is a carbohydrate acid derivative and a glycoside. It is a conjugate acid of an (allyl 3-deoxy-7-O-methyl-alpha-D-manno-oct-2-ulopyranosid)onate.